C(C)(C)(C)C=1C=C(C=C(C1O)C(C)(C)C)CCC(=O)N 3-(3,5-di-tert-butyl-4-hydroxyphenyl)propionic acid amide